2-hexyloctyl methanesulfonate CS(=O)(=O)OCC(CCCCCC)CCCCCC